OC1=C(C=CC(=C1)C=1OC2=CC(=C(C(=C2C(C1O)=O)O)OC)O)[O-] 2-hydroxy-4-(3,5,7-trihydroxy-6-methoxy-4-oxo-4H-chromen-2-yl)phenolate